1-(aminomethyl)cycloheptanol NCC1(CCCCCC1)O